N1CC(C1)[C@@H]1CN(CCC1)C1C[C@@H](CC1)C(=O)O (1R)-3-((R)-3-(azetidin-3-yl)piperidin-1-yl)cyclopentane-1-carboxylic acid